2,2-dimethyl-oxan-4-amine CC1(OCCC(C1)N)C